N-[6-(difluoromethyl)-2-pyridyl]-2-[4-[[4-[4-(2,6-dioxo-3-piperidyl)phenyl]-1-piperidyl]methyl]cyclohexyl]-7-isopropoxy-imidazo[1,2-a]pyridine-6-carboxamide TFA salt OC(=O)C(F)(F)F.FC(C1=CC=CC(=N1)NC(=O)C=1C(=CC=2N(C1)C=C(N2)C2CCC(CC2)CN2CCC(CC2)C2=CC=C(C=C2)C2C(NC(CC2)=O)=O)OC(C)C)F